r-propane CCC